Cl.FC1(CCNCC1)CNC1=C(C=C(C=C1)S(=O)(=O)N)[N+](=O)[O-] 4-(((4-fluoropiperidin-4-yl)methyl)amino)-3-nitrobenzenesulfonamide hydrochloride